BrC(C(=O)NC1=NC=C(C=C1)OC1=C(C=C(C(=C1)F)F)F)C 2-bromo-N-(5-(2,4,5-trifluorophenoxy)pyridin-2-yl)propanamide